[N+](=O)([O-])N1C(C2=CC=CC=C2C2(C1)CC2)=O Nitro-2',3'-dihydro-1'H-spiro[cyclopropane-1,4'-isoquinoline]-1'-one